COC=1C=C2C(=NC(=NC2=CC1)N1CCN(CCC1)C)NC1CCN(CC1)C 6-methoxy-2-(4-methyl-1,4-diazepan-1-yl)-N-(1-methylpiperidin-4-yl)quinazolin-4-amine